(R)-N-((R)-2-((tert-butyldimethylsilyl)oxy)-1-(5-(ethylthio)pyridin-2-yl)ethyl)-2-methylpropane-2-sulfinamide [Si](C)(C)(C(C)(C)C)OC[C@@H](C1=NC=C(C=C1)SCC)N[S@](=O)C(C)(C)C